C(C1=CC=CC=C1)N1C(N(C(C=C1C(F)(F)F)=O)CC1=CC=C(C=C1)OC)=O 1-benzyl-3-[(4-methoxyphenyl)methyl]-6-(trifluoromethyl)pyrimidine-2,4-dione